FC1=C2C(NC(=NC2=CC(=C1)OCC1CCOCC1)CSC1CCC(CC1)NC(OC(C)(C)C)=O)=O tert-butyl ((1r,4r)-4-(((5-fluoro-4-oxo-7-((tetrahydro-2H-pyran-4-yl)methoxy)-3,4-dihydroquinazolin-2-yl)methyl)thio)cyclohexyl)carbamate